FC=1C=CC(=C(C1)P(OC)(OC)=O)O dimethyl 5-fluoro-2-hydroxyphenylphosphonate